tert-butyl (3-bromo-1-(4-methoxybenzyl)-1H-pyrazol-5-yl)(methyl)carbamate BrC1=NN(C(=C1)N(C(OC(C)(C)C)=O)C)CC1=CC=C(C=C1)OC